C(C1=CC=CC=C1)N([C@@H](CC(=O)OCC)C1=C(C=CC(=C1)Br)OC)[C@H](C)C1=CC=CC=C1 ethyl (S)-3-(benzyl((R)-1-phenylethyl)amino)-3-(5-bromo-2-methoxyphenyl)propanoate